N1(N=CC=C1)CCNC(=O)C1=NOC(=C1)C=1SC=CC1C N-(2-(1H-pyrazol-1-yl)ethyl)-5-(3-methylthiophen-2-yl)isoxazole-3-carboxamide